FC=1C=C(CC=2C=CC(=NC2)NC(=O)C2=NC(=NC=C2)C)C=CC1 N-(5-(3-fluorobenzyl)pyridin-2-yl)-2-methylpyrimidine-4-carboxamide